C(C)(=O)N[C@H]1[C@H](O)O[C@@H]([C@@H]([C@@H]1O)O)CO 2-(Acetylamino)-2-deoxy-β-D-galactopyranose